6-amino-2-azaspiro[3.3]heptane-2-carboxylic acid tert-butyl ester C(C)(C)(C)OC(=O)N1CC2(C1)CC(C2)N